NC=1C(=NC(=CC1)C1=CC=CC=C1)NC(C1=CN=C(C=C1)N1CCN(CC1)C)=O N-(3-amino-6-phenylpyridin-2-yl)-6-(4-methylpiperazin-1-yl)nicotinamide